C(CCCCCCCCCCCCCCCCCCCCCCCCC)(=O)OCCCCCCCCCCCCCCCCCCCCCCCCCC hexacosyl n-hexacosanoate